ethyl-methoxypentoxysilane Methyl-2-[tert-butyl(dimethyl)silyl]oxy-4-hydroxy-butanoate COC(C(CCO)O[Si](C)(C)C(C)(C)C)=O.C(C)[SiH2]OCCCCCOC